2,6-dimethoxybenzyloctyl-phosphine oxide COC1=C(CP(CCCCCCCC)=O)C(=CC=C1)OC